4-vinyl-4H-1,2,4-triazole C(=C)N1C=NN=C1